6-[(trityl)thio]quinoline C(C1=CC=CC=C1)(C1=CC=CC=C1)(C1=CC=CC=C1)SC=1C=C2C=CC=NC2=CC1